COC(=O)C1CC(N2C[C@H](C[C@H]2C1)C1=C(C(=CC=C1OC)Cl)Cl)=O (2R,8aS)-2-(2,3-dichloro-6-methoxyphenyl)-5-oxo-hexahydro-1H-indolizine-7-carboxylic acid methyl ester